4-(1-((endo)-2-azabicyclo[2.1.1]hexan-5-yl)-8-chloro-4-(3-(dimethylamino)azetidin-1-yl)-6-fluoro-1H-imidazo[4,5-c]quinolin-7-yl)naphthalen-2-ol C12NCC(C1N1C=NC=3C(=NC=4C(=C(C(=CC4C31)Cl)C3=CC(=CC1=CC=CC=C31)O)F)N3CC(C3)N(C)C)C2